[Br-].C(C1=CC=CC=C1)[N+]1=CC=C(C2=CC=CC=C12)C=NNC(=O)C1=NC2=NC(=CC=C2C=C1)C(=O)NN=CC1=CC=[N+](C2=CC=CC=C12)CC1=CC=CC=C1.[Br-] N'2,N'7-Bis[(1-benzylquinolinium-4-yl)methylene]-1,8-naphthyridine-2,7-dicarbohydrazide bromide